[Si](C)(C)(C(C)(C)C)OCCN([S@@](=O)C(C)(C)C)[C@H]1CCC2=C(C=CC=C12)C1=NOC(=N1)C1=CC(=C(C=C1)OC(C)C)C#N (S)-N-(2-((tert-butyldimethylsilyl)oxy)ethyl)-N-((1S)-4-(5-(3-cyano-4-(2-propyloxy)phenyl)-1,2,4-oxadiazol-3-yl)-2,3-dihydro-1H-inden-1-yl)-2-methylpropan-2-sulfinamide